FC=1C=C2C(=NNC2=CC1OCCOC)C1=CC(=NO1)C1=CC=C(C=C1)C(=O)N1CCN(CC1)[C@H]1COCC1 5-Fluoro-6-(2-methoxyethoxy)-3-[3-(4-{4-[(3R)-oxolan-3-yl]piperazin-1-carbonyl}phenyl)-1,2-oxazol-5-yl]-1H-indazol